FC=CC(F)(F)F 1,3,3,3-Tetrafluoroprop-1-ene